ClC=1C=CC=C2C=NC(=NC12)C1=CC=C(OCC=2C=C(C(=O)OC)C=CC2)C=C1 methyl 3-((4-(8-chloroquinazolin-2-yl)phenoxy)methyl)benzoate